Cl.N1CC(C1)C(=O)OC methyl azetidine-3-carboxylate hydrochloride